(S)-N-{(S)-1-[2-(6-Fluorobenzo[d]isoxazol-3-yl)phenyl]-2-(3-methyl-6-methylsulfonylpyridine-2-yl)ethyl}-2-methylpropane-2-sulfinamide FC1=CC2=C(C(=NO2)C2=C(C=CC=C2)[C@H](CC2=NC(=CC=C2C)S(=O)(=O)C)N[S@@](=O)C(C)(C)C)C=C1